4-(4-iodo-3-nitrophenyl)-5-methylisoxazole IC1=C(C=C(C=C1)C=1C=NOC1C)[N+](=O)[O-]